stearoyl sulfosuccinate disodium [Na+].[Na+].S(=O)(=O)(O)C(C(=O)OC(CCCCCCCCCCCCCCCCC)=O)CC(=O)[O-].C(CCCCCCCCCCCCCCCCC)(=O)OC(C(CC(=O)[O-])S(=O)(=O)O)=O